(S)-4-cyclobutyloxazolidine-2,5-dione C1(CCC1)[C@@H]1NC(OC1=O)=O